C=1N=CN2C1CCCC2 5,6,7,8-tetrahydroimidazo[3,4-a]pyridine